(E)-2-(3-((tert-butyldimethylsilyl)oxy)-4-((tert-butyldiphenylsilyl)oxy)but-1-en-1-yl)-7-morpholino-5-(3-(m-tolyl)-1H-pyrazol-1-yl)furo[3,2-b]pyridine [Si](C)(C)(C(C)(C)C)OC(/C=C/C1=CC2=NC(=CC(=C2O1)N1CCOCC1)N1N=C(C=C1)C=1C=C(C=CC1)C)CO[Si](C1=CC=CC=C1)(C1=CC=CC=C1)C(C)(C)C